tert-butyl (E)-(3-fluoro-2-(hydroxymethyl)allyl)carbamate F/C=C(\CNC(OC(C)(C)C)=O)/CO